2'-chloro-2,3,5,6,6',7'-hexahydrospiro[pyran-4,5'-pyrrolo[4,3-b]pyridine] ClC1=CC=C2C(=N1)CNC21CCOCC1